ClC1=CC=C(C=C1)N1CCCCC1 1-(4-chlorophenyl)piperidine